IC=1C(=NC(=CC1)C(F)(F)F)OC 3-iodo-2-methoxy-6-(trifluoromethyl)pyridine